Methacryl-amide C(C(=C)C)(=O)N